4-(chloromethyl)-1-ethyl-5-methylimidazole ClCC=1N=CN(C1C)CC